CC1=CC2=C(NC(=N2)SCC(=O)N(C(C)C)C(C)C)C=C1C 2-[(5,6-dimethyl-1H-1,3-benzodiazol-2-yl)sulfanyl]-N,N-bis(propan-2-yl)acetamide